5-nitropyridin-2-amine [N+](=O)([O-])C=1C=CC(=NC1)N